(7R)-2-chloro-7-ethyl-7-methyl-5,8-dihydropteridin-6-one ClC1=NC=2N[C@](C(NC2C=N1)=O)(C)CC